Cl.NC(CC(=O)OC)C=1C=CC(=C(C1)CN1S(OC2=C(C1)C=C(C=C2)OCCCCN2N=NC(=C2)C(=O)O)(=O)=O)C 1-{4-[(3-{[5-(1-amino-3-methoxy-3-oxopropyl)-2-methylphenyl]methyl}-2,2-dioxo-3,4-dihydro-2H-1,2λ6,3-benzoxathiazin-6-yl)oxy]butyl}-1H-1,2,3-triazole-4-carboxylic acid hydrochloride